2-(2-(dimethylcarbamoyl)-5-(1-methyl-1H-pyrazol-3-yl)phenyl)acetic acid CN(C(=O)C1=C(C=C(C=C1)C1=NN(C=C1)C)CC(=O)O)C